Cl.C12OCC(NC1)C2 2-oxa-5-azabicyclo[2.2.1]heptane hydrogen chloride